CC(/C=C/C(C)=O)=CCC (3E)-5-methylocta-3,5-dien-2-one